NC1=CC(=NC=N1)C=1C=CC2=C(C3=C(OC2)C=C(C=C3)O[C@@H]3CN(CC3)CC(=O)C)C1 (S)-1-[3-((9-(6-aminopyrimidin-4-yl)-6H-dibenzo[b,d]pyran-3-yl)oxy)pyrrolidin-1-yl]acetone